C(CCC)N1C(CCCC1)=O 1-butyl-2-piperidone